6-(3-cyano-4-(pyrrolidin-1-yl)phenyl)-1-(2-(3-methoxyazetidin-1-yl)benzo[d]oxazole-6-yl)-4-oxo-1,4-dihydropyridine-3-carboxylic acid C(#N)C=1C=C(C=CC1N1CCCC1)C1=CC(C(=CN1C1=CC2=C(N=C(O2)N2CC(C2)OC)C=C1)C(=O)O)=O